6-methyl-3,4-epoxycyclohexylmethyl-6-methyl-3,4-epoxycyclohexane CC1CC2C(CC1CC1CC3C(CC1C)O3)O2